(R,E)-1-(3-(2-amino-7-chloro-1H-benzo[d]imidazol-1-yl)azepan-1-yl)-4-(dimethylamino)but-2-en-1-one NC1=NC2=C(N1[C@H]1CN(CCCC1)C(\C=C\CN(C)C)=O)C(=CC=C2)Cl